BrC1=NC=C(C=C1)[N+](=O)[O-] 2-bromo-5-nitropyridine